ClC=1C(=C(C(=CC1)C(F)F)C1=CN=CC(=N1)C(=O)NC=1C=NN(C1)C(C)C=1C=NC(=NC1)N1[C@@H](CC1)CN1CCC(CC1)O)F 6-(3-Chloro-6-(difluoromethyl)-2-fluorophenyl)-N-(1-(1-(2-((S)-2-((4-hydroxypiperidin-1-yl)methyl)azetidin-1-yl)pyrimidin-5-yl)ethyl)-1H-pyrazol-4-yl)pyrazine-2-carboxamide